2-(4-Chloro-3-fluoro-phenoxy)-N-[3-[1-[3-trans-(trifluoromethoxy)cyclobutyl]triazol-4-yl]-1-bicyclo[1.1.1]pentanyl]acetamide nickel tungsten molybdenum niobium tantalum [Ta].[Nb].[Mo].[W].[Ni].ClC1=C(C=C(OCC(=O)NC23CC(C2)(C3)C=3N=NN(C3)C3(CCC3)OC(F)(F)F)C=C1)F